2-methyl-7-(pyridin-4-yl)-1,2,3,4-tetrahydrobenzo[4,5]imidazo[1,2-a]pyrazine CN1CC=2N(CC1)C1=C(N2)C=CC(=C1)C1=CC=NC=C1